1-(pyridin-2-yl)piperidine-4-carboxylic acid N1=C(C=CC=C1)N1CCC(CC1)C(=O)O